OCCN(CCN(CCO)CCO)CCO N,N,N',N'-tetrakis[2-hydroxyethyl]ethylenediamine